((2-chloro-6-(acetamido)pyrrolo[2,1-f][1,2,4]triazin-4-yl)amino)bicyclo[2.2.2]octane-2-carboxylic acid ethyl ester C(C)OC(=O)C1C2(CCC(C1)CC2)NC2=NC(=NN1C2=CC(=C1)NC(C)=O)Cl